COC1=CC=C(CN[C@@H]2CC[C@H](CC2)C(=O)NN)C=C1 Trans-4-[(4-methoxybenzyl)amino]cyclohexanecarbohydrazide